2-(tert-butyl)-1'-(2-(cyclobutylamino)quinoline-7-carbonyl)-5H-spiro[benzo[d]thiazol-6,4'-piperidin]-4(7H)-one C(C)(C)(C)C=1SC2=C(N1)C(CC1(CCN(CC1)C(=O)C1=CC=C3C=CC(=NC3=C1)NC1CCC1)C2)=O